(4-(3-hydroxyoxetan-3-yl)phenyl)(4-((6-(trifluoromethyl)-1H-benzo[d]imidazol-2-yl)amino)piperidin-1-yl)methanone OC1(COC1)C1=CC=C(C=C1)C(=O)N1CCC(CC1)NC1=NC2=C(N1)C=C(C=C2)C(F)(F)F